CN1N=CC(=C1OS(=O)(=O)CCC)C(=O)C=1C=CC2=C(C(CS2(=O)=O)(C)C)C1C 1-methyl-4-[(3,3,4-trimethyl-1,1-dioxido-2,3-dihydro-1-benzothiophene-5-yl)carbonyl]-1H-pyrazol-5-ylpropane-1-sulfonate